FC=1C=C(C=NC1)CNC(NC1=CC=C(C=C1)S(=O)(=O)N1CCCCC1)=O 3-[(5-fluoropyridin-3-yl)methyl]-1-[4-(piperidine-1-sulfonyl)phenyl]urea